FC(C=1C=C(C(=NC1F)OC)C1=C(C(=O)OC)C=CC(=C1)C([2H])([2H])[2H])F methyl 2-(5-(difluoromethyl)-6-fluoro-2-methoxypyridin-3-yl)-4-(methyl-d3)benzoate